NC1(C[C@H]2[C@H](CN(C2)C(=O)OC(C)(C)C)C1)C tert-butyl (3aS,6aR)-5-amino-5-methyl-1,3,3a,4,6,6a-hexahydrocyclopenta[c]pyrrole-2-carboxylate